1-methoxy-3-{[(3-phenylmethanesulfonyl-prop-1-en-1-yl)disulfanyl]methyl}benzene COC1=CC(=CC=C1)CSSC=CCS(=O)(=O)CC1=CC=CC=C1